(2-nitrophenyl)pyruvic acid [N+](=O)([O-])C1=C(C=CC=C1)CC(C(=O)O)=O